5-fluoro-7-[1,4,4,6-tetramethyl-9-(trifluoromethyl)-4H,5H-[1,2,4]triazolo[4,3-a]quinoxalin-8-yl]-1H-indole FC=1C=C2C=CNC2=C(C1)C1=CC(=C2NC(C=3N(C2=C1C(F)(F)F)C(=NN3)C)(C)C)C